CNC(C1=NC=C(C=C1)N1CCC(CC1)N1CC(CC1)C=1NC(C=2N(C1)N=C(C2)C)=O)=O N-methyl-5-(4-(3-(2-methyl-4-oxo-4,5-dihydropyrazolo[1,5-a]pyrazin-6-yl)pyrrolidin-1-yl)piperidin-1-yl)picolinamide